1,3-benzoxazole-2-carboxamide O1C(=NC2=C1C=CC=C2)C(=O)N